CC1=NNC(=C1C=1C=CC2=C(N=C(S2)NC(=O)[C@H]2CNCC2)C1)C (R)-N-(5-(3,5-dimethyl-1H-pyrazol-4-yl)benzo[D]thiazol-2-yl)pyrrolidine-3-carboxamide